7-bromo-1,6-dimethyl-4-[4-(trifluoromethoxy)phenyl]imidazo[4,5-c]pyridine BrC=1C2=C(C(=NC1C)C1=CC=C(C=C1)OC(F)(F)F)N=CN2C